N-(tert-butyl)-2-butyl-7-(1-methylpiperidin-4-yl)-1-((1-methylpiperidin-4-yl)methyl)-1H-imidazo[4,5-d]thieno[3,2-b]pyridine-4-amine C(C)(C)(C)NC1=C2C(=C3C(=N1)C=C(S3)C3CCN(CC3)C)N(C(=N2)CCCC)CC2CCN(CC2)C